(2-{2-cyclopropyl-7-methyl-4-oxo-4h,5h-furo[2,3-d]pyridazin-5-yl}acetamido)pyrimidine-5-carboxylic acid ethyl ester C(C)OC(=O)C=1C=NC(=NC1)NC(CN1N=C(C2=C(C1=O)C=C(O2)C2CC2)C)=O